CC(CCNC(=O)C=1N=C(SC1)NS(=O)(=O)CF)(C)C N-(3,3-dimethylbutyl)-2-(fluoromethanesulfonylamino)thiazole-4-carboxamide